5-(4-Fluoro-2-methylphenyl)-2-(methoxymethyl)-6-methyl-4-oxo-1,4-dihydropyridine-3-carboxylic acid FC1=CC(=C(C=C1)C=1C(C(=C(NC1C)COC)C(=O)O)=O)C